4-methyl-5-ethyl-3-hydroxy-2(5H)-furanone CC1=C(C(OC1CC)=O)O